2,4-diaminophenoxy-ethanol hydrochloride Cl.NC1=C(OC(C)O)C=CC(=C1)N